ClC1=CC=C(S1)CNC1=CC(=NN1C(=O)C1=COC=C1)C=1C(N(C=CC1)CCC(=O)O)=O 3-[3-(5-{[(5-chlorothiophen-2-yl)methyl]amino}-1-(furan-3-carbonyl)-1H-pyrazol-3-yl)-2-oxo-1,2-dihydropyridin-1-yl]propanoic acid